(l)-4-(5-(3,5-dichlorophenyl)-5-(trifluoromethyl)-4,5-dihydroisoxazol-3-yl)-N'-(4-methoxybenzoyl)-2-methylbenzoyl-hydrazine ClC=1C=C(C=C(C1)Cl)C1(CC(=NO1)C1=CC(=C(C(=O)NNC(C2=CC=C(C=C2)OC)=O)C=C1)C)C(F)(F)F